ethyl-(phenyl)dipentoxysilane C(C)[Si](OCCCCC)(OCCCCC)C1=CC=CC=C1